N,N-dimethyl-1-(pyridin-3-yl)methanamine CN(CC=1C=NC=CC1)C